C1(CCCC1)N1C(C=C(C2=C1N=C(N=C2)NC=2C=C1CC(NC1=CC2)=O)C)=O 8-Cyclopentyl-5-methyl-2-((2-oxoindolin-5-yl)amino)pyrido[2,3-d]pyrimidin-7(8H)-one